BrC1=CC=C(C=C1)C(CNC(C=C)=O)=C N-[2-(4-bromophenyl)prop-2-enyl]prop-2-enamide